C(CCCCCCCCC)C1=CC=C(C=C1)C1=NOC(=N1)CNC([C@H](C(C)C)NC(OC(C)(C)C)=O)=O tert-butyl (S)-(1-(((3-(4-decylphenyl)-1,2,4-oxadiazol-5-yl)methyl)amino)-3-methyl-1-oxobutan-2-yl)carbamate